ClC1=NC(=NC=C1CNC1CCN(C2=CC=CC=C12)C(=O)OC(C)(C)C)SC tert-butyl 4-[(4-chloro-2-methylsulfanyl-pyrimidin-5-yl)methylamino]-3,4-dihydro-2H-quinoline-1-carboxylate